22-nonacosenoic acid C(CCCCCCCCCCCCCCCCCCCCC=CCCCCCC)(=O)O